(R)-tert-butyl (3-(4-bromo-2-(N,N-dibenzylsulfamoyl)-3-(2-(4-methoxybenzyl)-2H-tetrazol-5-yl)phenylsulfonamido)-2-((tert-butyldimethylsilyl) oxy)propyl)carbamate BrC1=C(C(=C(C=C1)S(=O)(=O)NC[C@@H](CNC(OC(C)(C)C)=O)O[Si](C)(C)C(C)(C)C)S(N(CC1=CC=CC=C1)CC1=CC=CC=C1)(=O)=O)C=1N=NN(N1)CC1=CC=C(C=C1)OC